C(C=C)(=O)N1C[C@@H](CCCC1)COC=1C(=NC=NC1N)C=1C(=C(C=C(C1)F)N1C(C=2N(CC1)C1=C(C2)CC(C1)(C)C)=O)C (R)-2-(3-(5-((1-acryloylazepan-3-yl)methoxy)-6-aminopyrimidin-4-yl)-5-fluoro-2-methylphenyl)-7,7-dimethyl-3,4,7,8-tetrahydro-2H-cyclopenta[4,5]pyrrolo[1,2-a]pyrazin-1(6H)-one